(5-(1-((5-methyl-1,2,4-oxadiazol-3-yl)methyl)-1H-pyrazol-3-yl)-8-(methylamino)-2,7-naphthyridin-3-yl)cyclopropanecarboxamide CC1=NC(=NO1)CN1N=C(C=C1)C1=C2C=C(N=CC2=C(N=C1)NC)C1(CC1)C(=O)N